ClC=1C=C(C=CC1Cl)N1C=NC2=C1C(OC(C2)(C)CO)=O 3-(3,4-dichlorophenyl)-6-(hydroxymethyl)-6-methyl-3H,4H,6H,7H-pyrano[3,4-d]imidazol-4-one